(E)-N,N-dimethyl-4-[2-(pyrrolo[1,2-a]quinoxaline-4-yl)vinyl]aniline CN(C1=CC=C(C=C1)\C=C\C=1C=2N(C3=CC=CC=C3N1)C=CC2)C